3-methyl-4-(1,2,3,6-tetrahydropyridin-4-yl)-N-(4-(1,2,3,6-tetrahydropyridin-4-yl)phenyl)benzamide CC=1C=C(C(=O)NC2=CC=C(C=C2)C=2CCNCC2)C=CC1C=1CCNCC1